ClC1=C2C=C(N(C2=C(C=C1)F)CCNC1=CC(=NC=N1)C1=CC=C(C(=O)O)C=C1)C 4-{6-[2-(4-Chloro-7-fluoro-2-methyl-indol-1-yl)-ethylamino]-pyrimidin-4-yl}-benzoic acid